COC(CC1N(CCNC1=O)C(=O)OC(C)(C)C)=O tert-butyl 2-(2-methoxy-2-oxoethyl)-3-oxopiperazine-1-carboxylate